3-hydroxy-1-methyl-6,7-dihydro-5H-cyclopenta[c]pyridine-4-carbonitrile OC1=C(C2=C(C(=N1)C)CCC2)C#N